2-methoxy-4-(trifluoromethyl)pyridine COC1=NC=CC(=C1)C(F)(F)F